2-methyl-5-(4-methylpiperazin-1-yl)benzylAmide CC1=C(C[NH-])C=C(C=C1)N1CCN(CC1)C